FC1=C(C(=O)NCC(=O)N2CC3(OCCO3)C[C@H]2C(=O)OCC2=CC=CC=C2)C=CC(=C1)OC1=CC=CC=C1 benzyl (S)-7-((2-fluoro-4-phenoxybenzoyl)glycyl)-1,4-dioxa-7-azaspiro[4.4]nonane-8-carboxylate